NC1=C(C(=CC(=C1)C(=O)OC)Br)NC(CC(=O)O)C 3-((2-amino-6-bromo-4-(methoxycarbonyl)phenyl)amino)butanoic acid